ClC=1C=NC(=NC1)N1CCC(CC1)CCCOC1=CC(=C(C(=C1)F)CC(=O)N1CC(C1)CC(=O)NCC(CO)(CO)O)F 2-[1-[2-[4-[3-[1-(5-chloropyrimidin-2-yl)-4-piperidyl]propoxy]-2,6-difluoro-phenyl]acetyl]azetidin-3-yl]-N-[2,3-dihydroxy-2-(hydroxymethyl)propyl]acetamide